4-[5-(1-cyclopropylpyrazol-4-yl)benzimidazol-1-yl]-2,6-dimethoxy-N-(2,2,2-trifluoroethyl)benzamide C1(CC1)N1N=CC(=C1)C1=CC2=C(N(C=N2)C2=CC(=C(C(=O)NCC(F)(F)F)C(=C2)OC)OC)C=C1